ClC1(CN2N=NCC2=O)CC=C(C=C1)Cl para-dichlorobenzyl-triazolinone